4,5-dicyano-2-(trifluoromethyl)imidazolidine C(#N)C1NC(NC1C#N)C(F)(F)F